NC1CCC(CC1)CNC1=C(C=C(C(=C1)F)N1CC(OC(C1)C)C)F N-(((1r,4r)-4-aminocyclohexyl)methyl)-4-(2,6-dimethylmorpholino)-2,5-difluoroaniline